3-fluoro-5-(isothiazol-4-yl)benzyl-carbamic acid tert-butyl ester C(C)(C)(C)OC(NCC1=CC(=CC(=C1)C=1C=NSC1)F)=O